2,9-dimethyl-decane CC(C)CCCCCCC(C)C